CC12CN(CC(CC1)(N2)C)C2=NC(=NC1=C(C(=C(C=C21)F)C2=CC=CC1=CC=CC(=C21)C#C)F)OC[C@]21CCCN1C[C@@H](C2)F 4-(1,5-dimethyl-3,8-diazabicyclo[3.2.1]-octan-3-yl)-7-(8-ethynylnaphthalen-1-yl)-6,8-difluoro-2-(((2R,7aS)-2-fluoro-tetrahydro-1H-pyrrolizin-7a(5H)-yl)meth-oxy)quinazoline